C(C)OC(CCCC)=O 1-pentanoic acid ethyl ester